ClC1=C(C(=CC=C1)Cl)C1=NC=C(C=N1)C(=O)N (2,6-dichlorophenyl)pyrimidine-5-carboxamide